3-bromo-1-(3-chloropyridin-2-yl)-4,5-dihydro-1H-pyrazole-5-carboxylic acid ethyl ester-HBr Br.C(C)OC(=O)C1CC(=NN1C1=NC=CC=C1Cl)Br